7-Methylnaphtho[2,1-d]thiazole CC=1C=C2C=CC=3N=CSC3C2=CC1